FC1=CC2=C(NCC(O2)C(=O)NC23CC(C2)(C3)N3N=CC(=C3)OCCOC(F)(F)F)C=C1C(F)(F)F 7-fluoro-N-(3-{4-[2-(trifluoromethoxy)ethoxy]-1H-pyrazol-1-yl}bicyclo[1.1.1]pentan-1-yl)-6-(trifluoromethyl)-3,4-dihydro-2H-1,4-benzoxazine-2-carboxamide